ketoxylonic acid O=C([C@H](O)[C@@H](O)[C@H](O)CO)O